(2S)-2-(5-oxo-3-phenylimidazolidin-1-yl)butanamide O=C1CN(CN1[C@H](C(=O)N)CC)C1=CC=CC=C1